6-Amino-3-((1S,3R)-4'-chloro-3-(2-oxopyrrolidin-1-yl)-1',2'-dihydrospiro[cyclopentane-1,3'-pyrrolo[2,3-b]pyridin]-5'-yl)-2-fluoro-N,N-dimethylbenzamide NC1=CC=C(C(=C1C(=O)N(C)C)F)C=1C(=C2C(=NC1)NC[C@@]21C[C@@H](CC1)N1C(CCC1)=O)Cl